C1(CCC1)N(S(=O)(=O)C=1C=C(C=CC1)NC(C1=C(N=CC=C1)N1CCC2(CC2)CC1)=O)C N-(3-(N-cyclobutyl-N-methylsulfamoyl)phenyl)-2-(6-azaspiro[2.5]octan-6-yl)nicotinamide